ClC=1C=CC2=C(C(=NCC=3N2N=C(C3)C(=O)NCCNC(=O)N)C3=C(C=CC=C3)F)C1 8-chloro-6-(2-fluorophenyl)-N-(2-ureidoethyl)-4H-benzo[f]pyrazolo[1,5-a][1,4]diazepine-2-carboxamide